3-(1-methyl-1H-pyrazol-4-yl)propanAldehyde CN1N=CC(=C1)CCC=O